C(C1=CC=CC=C1)OC(=O)N(C)CC12CN(CC(CC1)N2C(=O)OC(C)(C)C)C(C2=CC=CC=C2)(C2=CC=CC=C2)C2=CC=CC=C2 tert-butyl 1-((((benzyloxy)carbonyl)(methyl)amino)methyl)-3-trityl-3,8-diazabicyclo[3.2.1]octane-8-carboxylate